CO[SiH2]CCCS[SnH2]SCCC[SiH2]OC 2,14-dioxa-7,9-dithia-3,13-disila-8-stannapentadecane